(4aR,8aS)-6-[6-[[2-(trifluoromethyl)pyrimidin-5-yl]methyl]-2-azaspiro[3.3]heptane-2-carbonyl]-4,4a,5,7,8,8a-hexahydropyrido[4,3-b][1,4]oxazin-3-one FC(C1=NC=C(C=N1)CC1CC2(CN(C2)C(=O)N2C[C@@H]3[C@@H](OCC(N3)=O)CC2)C1)(F)F